N-nitrosodi-1-propylamine N(=O)N(CCC)CCC